O=C1OCC2=C1C=CC=C2 (1Z)-3-oxo-1,3-dihydro-2-benzofuran